6-((2S,5R)-5-Ethyl-2-methyl-4-(4-(trifluoromethyl)benzyl)piperazin-1-yl)-2-hydrazineyl-8-methyl-9-(((S)-tetrahydrofuran-2-yl)methyl)-9H-purine C(C)[C@H]1N(C[C@@H](N(C1)C1=C2N=C(N(C2=NC(=N1)NN)C[C@H]1OCCC1)C)C)CC1=CC=C(C=C1)C(F)(F)F